N1=C(N=C(C2=CC(=CC=C12)N)N)N 2,4,6-quinazolintriamine